tert-butyl 2-(4-iodo-1H-pyrazol-1-yl)-2-(methyl-d3)propanoate IC=1C=NN(C1)C(C(=O)OC(C)(C)C)(C)C([2H])([2H])[2H]